FC(C1=CC=C(N=N1)N[C@H](C(=O)NC1=CC2=C(C=N1)C1(CCOCC1)C(N2COCC[Si](C)(C)C)=O)C2CCC(CC2)C)F (2S)-2-{[6-(Difluoromethyl)pyridazin-3-yl]amino}-2-(4-methylcyclohexyl)-N-{2-oxo-1-[2-(trimethylsilyl)ethoxymethyl]spiro[pyrrolo[3,2-c]pyridine-3,4'-tetrahydropyran]-6-yl}-acetamide